trimethyl({5-[5-(trimethyl-stannyl)thiophen-2-yl]thiophen-2-yl})stannane C[Sn](C=1SC(=CC1)C=1SC(=CC1)[Sn](C)(C)C)(C)C